5-[2-(2-iodobenzoyl)aminoethyl]-1H-naphtho[1,2-b][1,4]diazepine-2,4(3H,5h)-dione IC1=C(C(=O)NCCN2C3=C(NC(CC2=O)=O)C2=CC=CC=C2C=C3)C=CC=C1